tert-butyl (S)-2-((3-fluoroazetidin-1-yl)methyl)morpholine-4-carboxylate FC1CN(C1)C[C@H]1CN(CCO1)C(=O)OC(C)(C)C